FC(OC=1C=C(OC2=CC=C(S2)/C=C/C(C)=O)C=CC1)(F)F (E)-4-(5-(3-(trifluoromethoxy)phenoxy)thiophen-2-yl)but-3-en-2-one